IC1=C2N=CN(C2=NC=N1)[C@@H]1O[C@@H]([C@@H]2[C@H]1OC(O2)(C)C)CO ((3aR,4R,6R,6aR)-6-(6-iodo-9H-purin-9-yl)-2,2-dimethyltetrahydrofuro[3,4-d][1,3]dioxol-4-yl)methanol